C(C)(C)(C)C=1C=CC(=C(C1)S(=O)(=O)NC(=O)C1=NC2=C(C=CC(=C2C=C1)N1N=CC=C1)F)OC N-((5-(tert-butyl)-2-methoxyphenyl)sulfonyl)-8-fluoro-5-(1H-pyrazol-1-yl)quinoline-2-carboxamide